ClCC1=CC(=CC(=C1)CCl)CCl 1,3,5-tri(chloromethyl)-benzene